C(C1=CC=CC=C1)OC1=C(OC2=C(C=C(C(=N2)N2C(N(C(=CC2=O)C(F)(F)F)C)=O)F)Cl)C=CC=C1 3-[6-(2-benzyloxyphenoxy)-5-chloro-3-fluoro-2-pyridinyl]-1-methyl-6-trifluoromethylpyrimidine-2,4-dione